C1(CCCCC1)NC(CN(C)C=1C2=C(N=C(N1)C1=NC=CC(=C1)OC)CCC2)=O N-cyclohexyl-2-{[2-(4-methoxypyridin-2-yl)-5H,6H,7H-cyclopenta[d]pyrimidin-4-yl](methyl)amino}acetamide